(E)-N-(4-(3-(3,4-Dihydroxyphenyl)acryloyl)phenyl)-4-methoxybenzamide OC=1C=C(C=CC1O)/C=C/C(=O)C1=CC=C(C=C1)NC(C1=CC=C(C=C1)OC)=O